[Al].[Sc].[Y] Yttrium-Scandium-Aluminium